2-chloro-7-(tetrahydro-2H-pyran-4-yl)-5H-pyrrolo[2,3-d]pyrimidin-6(7H)-one-4-d ClC=1N=C(C2=C(N1)N(C(C2)=O)C2CCOCC2)[2H]